(R)-4-benzyloxazolidine-2-one C(C1=CC=CC=C1)[C@H]1NC(OC1)=O